C(CCC(=O)OC[C@]1(N2CCC(C1=O)CC2)COC)(=O)OC[C@]2(N1CCC(C2=O)CC1)COC bis(((1S,2R,4S)-2-(methoxymethyl)-3-oxoquinuclidin-2-yl) methyl) succinate